2-(3-methyl-1H-pyrrolo[3,2-c]pyridin-1-yl)propanoic acid CC1=CN(C2=C1C=NC=C2)C(C(=O)O)C